[I-].[I-].C12C(C3CC(CC(C1)C3)C2)=C(C2=CC=C(C=C2)OCCCCCC[N@+]2([C@@H](CCC2)CO)C)C2=CC=C(C=C2)OCCCCCC[N@+]2([C@@H](CCC2)CO)C (1R,1'R,2S,2'S)-1,1'-((((((5r,7r)-adamantan-2-ylidene)methylene)bis(4,1-phenylene))bis(oxy))bis(hexane-6,1-diyl))bis(2-(hydroxymethyl)-1-methylpyrrolidin-1-ium) diiodide